IC=1C=C(C=CC1)N(C1=NC=2N(C3=CC(=C(C=C13)F)Cl)C=NN2)C N-(3-iodophenyl)-8-chloro-7-fluoro-N-methyl-[1,2,4]Triazolo[4,3-a]Quinazolin-5-amine